[4-[[3-(2,3-difluoro-4-methoxyphenyl)imidazo[1,2-a]pyrazin-8-yl]amino]-2-ethylphenyl]-[4-[rac-(3R,4S)-3-hydroxypiperidine-4-carbonyl]piperazin-1-yl]methanone FC1=C(C=CC(=C1F)OC)C1=CN=C2N1C=CN=C2NC2=CC(=C(C=C2)C(=O)N2CCN(CC2)C(=O)[C@@H]2[C@H](CNCC2)O)CC |r|